FC1(CCN(CC1)C=1N=C(C=C2C1OC=C2)C=2C=NN(C2)C2=C(C=C(N)C=C2)N2CCC1(CC1)CC2)F 4-(4-(7-(4,4-difluoropiperidin-1-yl)furo[2,3-c]pyridin-5-yl)-1H-pyrazol-1-yl)-3-(6-azaspiro[2.5]octan-6-yl)aniline